C(=C\C=C\CCCCCCCCCC)CC(=O)O.C(C)(=O)OC=C\C=C\C=CCCCCCCCC (3e,8Z,11Z)-tetradecatrien-1-yl acetate (3e,8Z)-tetradecadien-1-yl-acetate